NCCCCOC=1C=C(C=CC1)NC=1C(=NC(=C(N1)NC1CCOCC1)CC)C(=O)N 3-((3-(4-Aminobutoxy)phenyl)amino)-6-ethyl-5-((tetrahydro-2H-pyran-4-yl)amino)pyrazine-2-carboxamide